2-(16-bromohexadecoxy)tetrahydropyran tert-butyl-(2S,4R)-4-(2,3-dichloro-6-methoxyphenyl)-2-[1-hydroxy-2-(triphenylmethoxy)ethyl]pyrrolidine-1-carboxylate C(C)(C)(C)OC(=O)N1[C@@H](C[C@@H](C1)C1=C(C(=CC=C1OC)Cl)Cl)C(COC(C1=CC=CC=C1)(C1=CC=CC=C1)C1=CC=CC=C1)O.BrCCCCCCCCCCCCCCCCOC1OCCCC1